N-(3-t-Butoxycarbonylaminomethyl-pyrazin-2-yl)-N-methylmethanesulfonamide C(C)(C)(C)OC(=O)NCC=1C(=NC=CN1)N(S(=O)(=O)C)C